C(C)(C)(C)OC(=O)N[C@H]1CC(=C[C@@H]2N(C1=O)[C@@H](CC2)C(=O)OC)C methyl (3S,6S,9aR)-6-((tert-butoxycarbonyl) amino)-8-methyl-5-oxo-2,3,5,6,7,9a-hexahydro-1H-pyrrolo[1,2-a]azepine-3-carboxylate